N(=[N+]=[N-])C1=NC2=NC(=CC=C2C=C1Br)Cl 2-azido-3-bromo-7-chloro-1,8-naphthyridine